methyl 1-(4-(tert-butyl)benzyl)-4-chloro-1H-indole-7-carboxylate C(C)(C)(C)C1=CC=C(CN2C=CC3=C(C=CC(=C23)C(=O)OC)Cl)C=C1